1-(1-ethoxy-3-phenylpropyl)-5,6-dimethyl-1H-benzo[d][1,2,3]triazole C(C)OC(CCC1=CC=CC=C1)N1N=NC2=C1C=C(C(=C2)C)C